1-(4-isopropyl-3,4-dihydroquinoxaline-1(2H)-yl)-3-(pyrrolidin-1-yl)propan-1-one C(C)(C)N1CCN(C2=CC=CC=C12)C(CCN1CCCC1)=O